C(C)(C)(C)OC(=O)N1COC2=C(C1)C=CC=C2C2=CC(=C(C=C2)C#N)N2CCOCC2 8-(4-Cyano-3-morpholin-4-ylphenyl)-2,4-dihydro-1,3-benzoxazine-3-carboxylic acid tert-butyl ester